(2-methyl-8-hydroxyquinoline) lithium boronate B([O-])[O-].[Li+].CC1=NC2=C(C=CC=C2C=C1)O.[Li+]